hydroxyphenyl-butane OC(CCC)C1=CC=CC=C1